CC=1SC(=CN1)C(=O)OC1CN(C1)C=1N=C(C2=C(N1)CC[S+]2[O-])N(C2CCOCC2)C [1-[4-[methyl(tetrahydropyran-4-yl)amino]-5-oxido-6,7-dihydro-thieno[3,2-d]pyrimidin-5-ium-2-yl]azetidin-3-yl] 2-methylthiazole-5-carboxylate